C1(CCCCC1)OC1=CC2=C(CN(CCC2)C2=CC(=C(C(=C2)C)NC(CC(C)(C)C)=O)C)C=C1 N-(4-(7-(cyclohexyloxy)-1,3,4,5-tetrahydro-2H-benzo[c]azepin-2-yl)-2,6-dimethylphenyl)-3,3-dimethylbutanamide